NC1C2(CN3N=CC=C31)CCN(CC2)C2=C(C(N(C(=N2)C)C2=C(C(=CC=C2)Cl)Cl)=O)C 6-(4'-amino-4'H,6'H-spiro[piperidine-4,5'-pyrrolo[1,2-b]pyrazol]-1-yl)-3-(2,3-dichlorophenyl)-2,5-dimethylpyrimidin-4(3H)-one